methyl 4-acetylamino-1-(4-methyltetrahydro-2H-pyran-4-yl)-6-oxo-1,6-dihydropyridine-3-carboxylate C(C)(=O)NC=1C(=CN(C(C1)=O)C1(CCOCC1)C)C(=O)OC